C(C)(=O)O[C@H]1[C@@H](O[C@@H](C[C@@H]1N(C)C)C)OC1=CC=C(C=C1)I (2S,3R,4S,6R)-4-(dimethylamino)-2-(4-iodophenoxy)-6-methyltetrahydro-2H-pyran-3-yl acetate